COC=1C(=CC2=CN(N=C2C1)C1CCN(CC1)CCN1CCNCC1)NC(=O)C1=NC(=CC=C1)C(F)(F)F N-(6-methoxy-2-(1-(2-(piperazin-1-yl)ethyl)piperidin-4-yl)-2H-indazol-5-yl)-6-(trifluoromethyl)pyridinecarboxamide